diaminophenylethyl formate C(=O)OCC(C1=CC=CC=C1)(N)N